N-hydroxy-4-((3-(3-methoxyphenethyl)-2,4-dioxo-3,4-dihydroquinazolin-1(2H)-yl)methyl)benzamide ONC(C1=CC=C(C=C1)CN1C(N(C(C2=CC=CC=C12)=O)CCC1=CC(=CC=C1)OC)=O)=O